cyclopropyl-(7-fluoro-5-(5-fluoropyridin-3-yl)-6,7-dihydro-5H-pyrrolo[1,2-b][1,2,4]triazol-2-yl)methanone C1(CC1)C(=O)C=1N=C2N(N1)C(CC2F)C=2C=NC=C(C2)F